tert-butyl (R)-2-((tert-butoxycarbonyl) amino)-5-iodopentanoate C(C)(C)(C)OC(=O)N[C@@H](C(=O)OC(C)(C)C)CCCI